trimethyl-[[1-(butoxy)vinyl]oxy]-silane C[Si](OC(=C)OCCCC)(C)C